5-bromo-3-(2-(3-(3-fluorophenyl)-4-oxothiazolidin-2-ylidene)hydrazono)-1H-indol-2-one BrC=1C=C2C(C(NC2=CC1)=O)=NN=C1SCC(N1C1=CC(=CC=C1)F)=O